ClC=1C=C2C=NC(=NC2=CC1N1CCN(CC1)C1(C(COC1)O)C)NC1=CC(=NN1C)Cl 4-(4-(6-chloro-2-((3-chloro-1-methyl-1H-pyrazol-5-yl)amino)quinazolin-7-yl)piperazin-1-yl)-4-methyltetrahydrofuran-3-ol